COC(CC1=CC=C(C=C1)C)=O 2-(p-Tolyl)acetic acid methyl ester